5-chloro-N-((4,5-dimethylthiazol-2-yl)(p-tolyl)methyl)-3-methyl-1-phenyl-1H-pyrazole-4-carboxamide ClC1=C(C(=NN1C1=CC=CC=C1)C)C(=O)NC(C1=CC=C(C=C1)C)C=1SC(=C(N1)C)C